cinnamyl anthranilate (Cinnamyl anthranilate) C(C=CC1=CC=CC=C1)NC=1C(C(=O)O)=CC=CC1.C(C=1C(N)=CC=CC1)(=O)OCC=CC1=CC=CC=C1